methyl 2-(3-oxo-2-pent-2-enylcyclopentyl)acetate O=C1C(C(CC1)CC(=O)OC)CC=CCC